CC1=C(C(=CC=C1)C)C1=CC(=NC(=N1)NS(=O)(=O)C=1C=NN(C1)C)OC1=CC=C(C(=O)O)C=C1 4-[6-(2,6-Dimethylphenyl)-2-[(1-methylpyrazol-4-yl)sulfonylamino]pyrimidin-4-yl]oxybenzoic acid